2-{4-[(5,6-diphenylpyrazin-2-yl)(isopropyl)amino]butyl}-N-(methylsulfonyl)acetamide C1(=CC=CC=C1)C=1N=CC(=NC1C1=CC=CC=C1)N(CCCCCC(=O)NS(=O)(=O)C)C(C)C